(1r,3r)-1-(3-bromophenyl)-3-methoxy-3-methylcyclobutane-1-carboxylic acid BrC=1C=C(C=CC1)C1(CC(C1)(C)OC)C(=O)O